1-METHOXYNAPHTHALENE-3-BORONIC ACID COC1=CC(=CC2=CC=CC=C12)B(O)O